C(C)(C)C1=C(SC=C1)C(=O)O isopropylthiophene-2-carboxylic acid